6-(1-(6-methylpyridin-3-yl)cyclopropyl)quinoline-4-carboxamide CC1=CC=C(C=N1)C1(CC1)C=1C=C2C(=CC=NC2=CC1)C(=O)N